tert-butyl ((5-(2,2,2-trifluoroethyl)pyridin-2-yl)methyl)carbamate FC(CC=1C=CC(=NC1)CNC(OC(C)(C)C)=O)(F)F